CC1=CC=C(C=C1)S(=O)(=O)OCN=[N+]=[N-] 1-azidomethyl 4-methylbenzenesulfonate